N1(CCNCCN(CCC1)CC=1C(=C(C=C(C1)C)COC(CO)CO)O)CC=1C(=C(C=C(C1)C)COC(CO)CO)O 2,2'-{1,4,7-triazecane-1,7-diylbis[methylene(2-hydroxy-5-methyl-3,1-phenylene)methyleneoxy]}di(propane-1,3-diol)